4-[4-(benzyloxy)piperidin-1-yl]-1-methyl-2-oxo-1,2-dihydroquinoline-3-carboxamide C(C1=CC=CC=C1)OC1CCN(CC1)C1=C(C(N(C2=CC=CC=C12)C)=O)C(=O)N